BrC1=C(C=CC(=C1F)[N+](=O)[O-])F 2-bromo-1,3-difluoro-4-nitro-benzene